C1(=CC=CC=C1)N1N=C(N=C1C#CC1=CC=CC=C1)C(C(F)(F)F)(F)F 1-phenyl-3-pentafluoroethyl-5-phenylethynyl-1,2,4-triazole